5-[3-(trifluoroacetamido)propynyl]-5'-O-trityl-3'-O-(tert-butyldithiomethyl)-2'-deoxycytidine FC(C(=O)NCC#CC=1C(=NC(N([C@H]2C[C@H](OCSSC(C)(C)C)[C@@H](COC(C3=CC=CC=C3)(C3=CC=CC=C3)C3=CC=CC=C3)O2)C1)=O)N)(F)F